C(C)(C)C=1N=C(C2=C(N1)C1=C(O2)C=CC=C1)N1[C@@H](CCC1)C(=O)O (2-isopropylbenzofuro[3,2-d]pyrimidin-4-yl)-L-proline